C1(=CC=CC=C1)C(C1=CC=CC=C1)=NC=1N=C(N2C1C(N(CC2)C(=O)C2=CC=C(C=C2)F)C)C2=NC(=NS2)C [1-[(diphenylmethylene)amino]-8-methyl-3-(3-methyl-1,2,4-thiadiazol-5-yl)-5,6-dihydroimidazo[1,5-a]pyrazin-7(8H)-yl](4-fluorophenyl)methanone